benzyl (trans-2-methyl-5-oxo-2-phenylpyrrolidin-3-yl)carbamate C[C@]1(NC(C[C@H]1NC(OCC1=CC=CC=C1)=O)=O)C1=CC=CC=C1